ClC=1C=C(CNC(C(C)(C)C2=CC(=C(C=C2)O)F)=O)C=C(C1C1C(NC(CC1)=O)=O)Cl N-(3,5-dichloro-4-(2,6-dioxopiperidin-3-yl)benzyl)-2-(3-fluoro-4-hydroxyphenyl)-2-methylpropanamide